(2R,3R,4R,5R)-5-(6-benzamido-9H-purin-9-yl)-2-((bis(4-methoxyphenyl) (phenyl) methoxy)methyl)-4-fluorotetrahydrofuran-3-yl (2-cyanoethyl) diisopropylphosphoramidite C(C)(C)N(P(O[C@@H]1[C@H](O[C@H]([C@@H]1F)N1C2=NC=NC(=C2N=C1)NC(C1=CC=CC=C1)=O)COC(C1=CC=CC=C1)(C1=CC=C(C=C1)OC)C1=CC=C(C=C1)OC)OCCC#N)C(C)C